ClC1=CC(=NC=C1)\C=N\S(=O)C(C)(C)C (E)-N-((4-chloropyridin-2-yl)methylene)-2-methylpropane-2-sulfinamide